cyclopentyl 2-(3,8-diazabicyclo[3.2.1]oct-8-yl)-7,8-dihydro-1,6-naphthyridine-6(5H)-carboxylate C12CNCC(CC1)N2C2=NC=1CCN(CC1C=C2)C(=O)OC2CCCC2